N[C@@](CO)(C)C1=CC=CC=C1 (S)-2-amino-2-phenylpropanol